FC1=C(C=C(C(=C1)F)F)CC#N 2,4,5-trifluorobenzeneacetonitrile